CN1C[C@H]2CN(CC[C@H]2C1)C1=CC=C(C=C1)[C@@H]1N(C[C@H](CC1)C)C(=O)OC(C)(C)C tert-butyl (2R,5S)-2-[4-[(3aS,7aR)-2-methyl-3,3a,4,6,7,7a-Hexahydro-1H-pyrrolo[3,4-c]pyridin-5-Yl]phenyl]-5-methyl-piperidine-1-carboxylate